BrC=1C(N(C(=CC1OCC1=NC=NC=C1F)C)C1=CC(=NC=C1C)C1=NC(=NC=C1)C(C)(C)O)=O (M)-3-bromo-4-((5-fluoropyrimidin-4-yl)methoxy)-2'-(2-(2-hydroxypropan-2-yl)pyrimidin-4-yl)-5',6-dimethyl-2H-[1,4'-bipyridin]-2-one